(3S,4R,5R,6R)-2-(4-chloro-3-(4-ethoxyphenyl)phenyl)-6-(hydroxymethyl)-5-(octanoyloxy)tetrahydro-2H-pyran ClC1=C(C=C(C=C1)C1O[C@@H]([C@@H](CC1)OC(CCCCCCC)=O)CO)C1=CC=C(C=C1)OCC